FC(C=1C=C(C=C(C1)C(F)(F)F)C1=NN(C=C1)CCC(=O)O)(F)F 3-{3-[3,5-bis(trifluoromethyl)phenyl]-1H-pyrazol-1-yl}propionic acid